[1-[4-[1-(4-hydroxyphenyl)-1-methylethyl]phenyl]ethylidene]bisphenol OC1=CC=C(C=C1)C(C)(C)C1=CC=C(C=C1)C(C)(C1=C(C=CC=C1)O)C1=C(C=CC=C1)O